FC1=CC=C(C=C1)C(N1CCN(CC1)C1=C(C(N(C2=CC=C(N=C12)Cl)C)=O)C#N)C1=CC=C(C=C1)F 4-(4-(bis(4-fluorophenyl)methyl)piperazin-1-yl)-6-chloro-1-methyl-2-oxo-1,2-dihydro-1,5-naphthyridine-3-carbonitrile